C1(CC1)C=1N=NN(C1)[C@H](C(=O)N1[C@@H](C[C@H](C1)O)C(=O)NCC1=CC(=CC=C1)CN1N=C(C=C1C)C)C(C)(C)C (2S,4r)-1-[(2S)-2-(4-cyclopropyl-triazol-1-yl)-3,3-dimethyl-butyryl]-N-[[3-[(3,5-dimethylpyrazol-1-yl)methyl]phenyl]methyl]-4-hydroxy-pyrrolidine-2-carboxamide